CC1(CC2C(C(OC2=O)=O)C2=CC=CC=C12)C1C(OC(C1)=O)=O 1,3,3a,4,5,9b-hexahydro-5-methyl-5-(tetrahydro-2,5-dioxo-3-furyl)-naphtho[1,2-c]-furan-1,3-dione